2,5-dichloro-3-(1,1-difluoroethyl)pyridine ClC1=NC=C(C=C1C(C)(F)F)Cl